2-(3-chlorophenyl)-2,2-difluoro-N-methoxy-N-methylacetamide ClC=1C=C(C=CC1)C(C(=O)N(C)OC)(F)F